(benzo[d][1,3]dioxol-5-yl)-2,4-dihydroxy-N-(4-(hydroxycarbamoyl)benzyl)-5-isopropylbenzamide O1COC2=C1C=CC(=C2)C=2C(=C(C(=O)NCC1=CC=C(C=C1)C(NO)=O)C=C(C2O)C(C)C)O